O=C1N(C=CC(=C1)OB(O)O)C(C)C1=NC=CC=C1 (2-Oxo-1-(1-(pyridin-2-yl)ethyl)-1,2-dihydropyridin-4-yl)boric acid